N-(oxetan-2-ylmethyl)azetidine-3-carboxamide hydrochloride Cl.O1C(CC1)CNC(=O)C1CNC1